2-(((3R,4R,5R)-3,4,5-tris(butyryloxy)tetrahydro-2H-pyran-2-yl)oxy)benzoic acid (3R,4R,5R)-2-hydroxytetrahydro-2H-pyran-3,4,5-triyl-tributyrate OC1OC[C@@H]([C@H]([C@H]1CCCC(=O)O)CCCC(=O)O)CCCC(=O)O.C(CCC)(=O)O[C@H]1C(OC[C@H]([C@H]1OC(CCC)=O)OC(CCC)=O)OC1=C(C(=O)O)C=CC=C1